5-(1-Methyl-1H-indazol-5-yl)-1H-pyrazol CN1N=CC2=CC(=CC=C12)C1=CC=NN1